6-morpholinoquinoline-4-carboxylic acid O1CCN(CC1)C=1C=C2C(=CC=NC2=CC1)C(=O)O